8-(5-(5-methyl-4,5,6,7-tetrahydropyrazolo[1,5-a]pyrazin-3-yl)-1H-pyrrolo[2,3-b]pyridin-3-yl)-3,4-dihydrobenzo[f][1,4]oxazepin-5(2H)-one CN1CC=2N(CC1)N=CC2C=2C=C1C(=NC2)NC=C1C1=CC2=C(C(NCCO2)=O)C=C1